FC1=CC=C(C=C1)C1=NC(=NC=C1SC)NC1=CC=C(C(=O)NC2=C(C=CC(=C2)CN2CCOCC2)OC)C=C1 4-[4-(4-Fluoro-phenyl)-5-methylsulfanyl-pyrimidin-2-ylamino]-N-(2-methoxy-5-morpholin-4-ylmethyl-phenyl)-benzamide